1,4-dimethyl-2-(4-(methylsulfonyl)phenyl)-6-(4-(1-(tetrahydro-2H-pyran-4-yl)piperidin-4-yl)phenyl)-1H-benzo[d]imidazole CN1C(=NC2=C1C=C(C=C2C)C2=CC=C(C=C2)C2CCN(CC2)C2CCOCC2)C2=CC=C(C=C2)S(=O)(=O)C